C#C e-acetylene